C1=C(C(=CC(=C1Cl)F)F)[N+](=O)[O-] 5-chloro-2,4-difluoronitrobenzene